C(C1=CC=CC=C1)N(C=1C(=C2C(=CC1)[C@H](OC[C@]21CC=2N=C(N=C(C2CO1)N1CCOCCC1)SC)C)Br)CC1=CC=CC=C1 |r| (1RS,4SR)-N,N-dibenzyl-5-bromo-1-methyl-2'-(methylthio)-4'-(1,4-oxazepan-4-yl)-5',8'-dihydrospiro[isochromane-4,7'-pyrano[4,3-d]pyrimidin]-6-amine